(Z)-N-(3-((3,5-dimethyl-1H-pyrrol-2-yl)methylene)-2-oxo-1-(pyridin-2-ylmethyl)indol-6-yl)pyridineamide CC1=C(NC(=C1)C)\C=C\1/C(N(C2=CC(=CC=C12)NC(=O)C1=NC=CC=C1)CC1=NC=CC=C1)=O